4-(2-Amino-5-(3-cyanophenyl)-4-oxo-4,7-dihydro-3H-pyrrolo[2,3-d]pyrimidin-6-yl)-N,N-dimethyl-benzenesulfonamide NC=1NC(C2=C(N1)NC(=C2C2=CC(=CC=C2)C#N)C2=CC=C(C=C2)S(=O)(=O)N(C)C)=O